Cl.C(C)C1[C@@H]2C(C=3NC=4C=CC=CC4C3CN(C1)CC2)=O (5R)-4-ethyl-1,4,5,7-tetrahydro-2,5-ethanoazocino[4,3-b]indol-6(3H)-one hydrochloride